C(C1=CC=CC=C1)N1CC2CCC(C1)C2C#N 3-Benzyl-3-azabicyclo[3.2.1]octane-8-carbonitrile